C(=O)(O)[C@@H](CC=1C=C(CN(CC=2C=C(C=CC2)C([C@H](C(=O)O)[C@@H]2CNCC2)([2H])[2H])CC=2C=C(C=CC2)C([C@H](C(=O)O)[C@@H]2CNCC2)([2H])[2H])C=CC1)[C@@H]1CNCC1 (2S,2'S)-3,3'-((((3-((S)-2-carboxy-2-((R)-pyrrolidin-3-yl)ethyl)benzyl)azanediyl)bis(methylene))bis(3,1-phenylene))bis(2-((R)-pyrrolidin-3-yl)propanoic acid-3,3-d2)